C[C@]1(S(CCC1)(=O)=O)C1=NC(=NC(=C1)N1[C@@H](COCC1)C)C1=C2C(=NC=C1)NC=C2 (R)-2-methyl-2-(6-((R)-3-methylmorpholino)-2-(1H-pyrrolo[2,3-b]pyridin-4-yl)pyrimidin-4-yl)tetrahydrothiophene 1,1-dioxide